C(C1=CC=CC=C1)OC(=O)[C@@](CC=CCCCCCCCC(OCC1=CC=CC=C1)=O)(C(NCCOCCOCCOCCOCCOCCOCCOCCOCCOCCOCCOCCOCCOCCOCCOCCOCCOCCOCCOCCOCCOCCOCCOCCOCCC(=O)O)=O)CCCCCCCCCCC (S)-14-((benzyloxy)carbonyl)-3,15-dioxo-1-phenyl-14-undecyl-2,19,22,25,28,31,34,37,40,43,46,49,52,55,58,61,64,67,70,73,76,79,82,85,88-pentacosaoxa-16-azahennonacont-11-en-91-oic acid